4-(4-amino-1-methyl-1H-pyrazol-3-yl)butyric acid NC=1C(=NN(C1)C)CCCC(=O)O